1,3-diphenylpropanediol C1(=CC=CC=C1)C(CCC1=CC=CC=C1)(O)O